5-(2-methyl-2-norbornyloxycarbonyl)-7-oxo-bicyclo[2.2.1]Hept-2-ene CC1(C2CCC(C1)C2)OC(=O)C2C1C=CC(C2)C1=O